4'-((2-(Tert-butyl)-1H-imidazol-1-yl)methyl)-N-(2,6-dimethoxypyrimidin-4-yl)-3'-fluoro-5-isobutyl-[1,1'-biphenyl]-2-sulfonamide C(C)(C)(C)C=1N(C=CN1)CC1=C(C=C(C=C1)C=1C(=CC=C(C1)CC(C)C)S(=O)(=O)NC1=NC(=NC(=C1)OC)OC)F